FC1=CC=C(C=C1)N1N=C(C2=CC=CC=C2C1=O)C=1C=C(C=CC1)C(C(=O)NC)(C)C 2-(3-(3-(4-Fluorophenyl)-4-oxo-3,4-dihydrophthalazin-1-yl)phenyl)-N,2-dimethylpropanamide